FC(C(=O)O)(F)F.FC(C(=O)O)(F)F.C12CNCC(N1C=1C=CC(=NC1)C(=O)NC)C2 5-(3,6-diazabicyclo[3.1.1]heptan-6-yl)-N-methylpicolinamide bis(2,2,2-trifluoroacetate)